N=C1SCC(N1C1=C(C=CC(=C1)C)COCCC(F)(F)F)=O 2-imino-3-(5-methyl-2-((3,3,3-trifluoropropoxy)methyl)phenyl)thiazolidin-4-one